triacontanyl-methyl-ammonium nitrate [N+](=O)([O-])[O-].C(CCCCCCCCCCCCCCCCCCCCCCCCCCCCC)[NH2+]C